CC1(CCC1)CNC(=O)C=1C(=CC2=CC=CC=C2C1)NC(OC(C)(C)C)=O tert-Butyl (3-(((1-methylcyclobutyl)methyl)carbamoyl)naphthalen-2-yl)carbamate